4-(2-methoxy)ethylphenol COCCC1=CC=C(C=C1)O